ClC1=C(C(=O)NC(C(=O)O)CC2=CC=C(C=C2)N2CC(C2)CC2=NC=3NCCCC3C=C2)C(=CC=C1)Cl 2-(2,6-dichlorobenzamido)-3-(4-(3-((5,6,7,8-tetrahydro-1,8-naphthyridin-2-yl)methyl)azetidin-1-yl)phenyl)propanoic acid